BrC=1C=C(C=CC1)C=1N=C(SC1)N (3-bromophenyl)thiazol-2-amine